C(C)(C)(C)OC(CC)=O propanoic acid tert-butyl ester